(1r,3r)-3-((5-(1-(2,2-difluoroethyl)-1H-benzo[d][1,2,3]triazol-6-yl)-4-methoxy-7H-pyrrolo[2,3-d]pyrimidin-2-yl)amino)-N,N,1-trimethylcyclobutane-1-carboxamide FC(CN1N=NC2=C1C=C(C=C2)C2=CNC=1N=C(N=C(C12)OC)NC1CC(C1)(C(=O)N(C)C)C)F